4-ethyl-2-(6-methoxy-1,3-benzothiazol-2-yl)-3a,4,7,7a-tetrahydroisoindole-1,3-dione C(C)C1C2C(N(C(C2CC=C1)=O)C=1SC2=C(N1)C=CC(=C2)OC)=O